ClC=1C=C(C(=O)OC)C=C(C1)CO methyl 3-chloro-5-(hydroxymethyl)benzoate